(3S,5R)-3-fluoro-5-[(1-methyl-1H-pyrazol-4-yl)amino]piperidine-1-carboxylic acid tert-butyl ester C(C)(C)(C)OC(=O)N1C[C@H](C[C@H](C1)NC=1C=NN(C1)C)F